N,N'-dihydroxyethylimidazole tetrafluoroborate F[B-](F)(F)F.ON1C(N(C=C1)O)CC